Ethyl-1-(4-bromophenyl)-4-methyl-1H-1,2,3-triazole-5-carboxylic acid C(C)OC(=O)C1=C(N=NN1C1=CC=C(C=C1)Br)C